C1(=CC=CC=C1)P(OC1=C(C(=CC(=C1)CCCCC)O)C1=C(C=CC(=C1)C)C(=C)C)(OC)=O 6-hydroxy-5'-methyl-4-pentyl-2'-(prop-1-en-2-yl)-[1,1'-biphenyl]-2-yl methyl phenylphosphonate